(S)-quinuclidin-3-yl (6'-(3-(tert-butyl)phenyl)-3',4'-dihydro-1'H-spiro[cyclopropane-1,2'-naphthalen]-1'-yl)carbamate C(C)(C)(C)C=1C=C(C=CC1)C=1C=C2CCC3(C(C2=CC1)NC(O[C@@H]1CN2CCC1CC2)=O)CC3